N-(5-amino-2-(4-(4-cyclopropylpiperazin-1-yl)piperidin-1-yl)-4-methoxyphenyl)acrylamide NC=1C(=CC(=C(C1)NC(C=C)=O)N1CCC(CC1)N1CCN(CC1)C1CC1)OC